CC=1C=CC=C2N=CC(=NC12)C=1C=NN(C1)CCCCCCNC(OC(C)(C)C)=O tert-butyl (6-(4-(8-methylquinoxalin-2-yl)-1H-pyrazol-1-yl)hexyl)carbamate